COC(C1=C(C=CC=C1)NC1=C(C(=CC=C1)C)C)=O 2-((2,3-dimethylphenyl)amino)benzoic acid methyl ester